C(C#C)OCCOCCN 2-(2-propynyloxy)ethoxylethylamine